N-(17-amino-8,17-dioxo-3,6,12,15-tetraoxa-9-aza-heptadecyl)-4-(4-(hydroxymethyl)-3-methoxyphenoxy)butanamide NC(COCCOCCNC(COCCOCCNC(CCCOC1=CC(=C(C=C1)CO)OC)=O)=O)=O